C(CCCCCCCC)(=O)C([C@H](O)[C@@H](O)[C@H](O)CO)O |r| nonanoyl-D,L-xylitol